C1(=CC=CC=C1)C1CC(CC2=C1N=C(S2)N)N phenyl-4,5,6,7-tetrahydrobenzothiazole-2,6-diamine